C(C)(=O)N(C1=C(C=C(C=C1)C1=CC=C(C=N1)C(=O)NCC=1C(=NC=CC1)C)C)CCC 6-[4-[acetyl(propyl)amino]-3-methyl-phenyl]-N-[(2-methyl-3-pyridyl)methyl]-pyridine-3-carboxamide